N,O-Dimethylhydroxylamin Hydrochlorid Cl.CNOC